N-methylmethanesulfonamide hydrochloride Cl.CNS(=O)(=O)C